methyl 2-(2-fluoro-4-(6-((2-(methylsulfonyl) benzyl) oxy) pyridin-2-yl) benzyl)-1-(2-methoxyethyl)-1H-benzo[d]imidazole-6-carboxylate FC1=C(CC2=NC3=C(N2CCOC)C=C(C=C3)C(=O)OC)C=CC(=C1)C1=NC(=CC=C1)OCC1=C(C=CC=C1)S(=O)(=O)C